2-(4-bromothiophen-3-yl)acetonitrile BrC=1C(=CSC1)CC#N